C(CCCCC)=N.[Co] cobalt hexaanimine